FC1=CC=C(C(=C1[C@@H]([C@@H](C=1OC(NN1)=O)NS(=O)(=O)N1C(CCCC1)C(=O)O)C)C)C 1-(N-((1S,2S)-2-(6-fluoro-2,3-dimethylphenyl)-1-(5-oxo-4,5-dihydro-1,3,4-oxa-diazol-2-yl)propyl)sulfamoyl)piperidine-2-carboxylic acid